BrC=1C=C2C(NC(N(C2=CC1C1CC1)C1=C(C=CC=C1)C(F)(F)F)=O)=O 6-bromo-7-cyclopropyl-1-(2-(trifluoromethyl)phenyl)quinazoline-2,4(1H,3H)-dione